OC1=C(C(=CC=C1)OCC1=CC=C(C=C1)OC)C(C)=O 1-(2-hydroxy-6-((4-methoxybenzyl)oxy)phenyl)ethan-1-one